COCCOC1=C(C=C2C=CNC2=C1)OC1=CC(=NC=C1)NC(C)=O N-(4-((6-(2-Methoxyethoxy)-1H-indol-5-yl)oxy)pyridin-2-yl)acetamide